C(=O)C1OC2(OC1)CCC(CC2)C(=O)NN formyl-1,4-dioxaspiro[4.5]decane-8-carbohydrazide